N1(CCN(CC1)C(=S)[S-])C(=S)[S-].[K+].[K+] potassium piperazine-1,4-bis-dithiocarboxylate